N-[2-(p-bromocinnamylamino)ethyl]-5-isoquinolinesulfonamide dihydrochloride Cl.Cl.BrC1=CC=C(C=CCNCCNS(=O)(=O)C=2C=3C=CN=CC3C=CC2)C=C1